CC=1OC2=NC=CC(=C2N1)C 2,7-dimethyloxazolo[5,4-b]pyridine